OC1(C(=C2C=CC=CC2=CC1O)C1=C(C(=CC2=CC=CC=C12)O)O)O 2,3,2',3'-tetrahydroxy-1,1'-binaphthol